ClC1=C(C=C(C(=C1)Cl)OC)NC1=C(C=NC2=CC(=C(C=C12)OC)OCCCN1CCN(CC1)CC=1C=C2CN(C(C2=CC1F)=O)C1C(NC(CC1)=O)=O)C#N 4-((2,4-dichloro-5-methoxyphenyl)amino)-7-(3-(4-((2-(2,6-dioxopiperidin-3-yl)-6-fluoro-1-oxoisoindoline-5-yl)methyl)piperazin-1-yl)propoxy)-6-methoxyquinoline-3-carbonitrile